CN1CCN(CC1)C[SiH](C=1C=C(C=C)C=CC1)COC 3-[(4-methylpiperazine-1-yl)methylmethoxymethylsilyl]styrene